CN1C(CCC1)=O 1-methyl-2-Pyrrolidinone